O=C1C=CCN1CC1=CC=C(C=C1)C1=CC=CC=C1 5-oxo-1-[(4-phenylphenyl)methyl]pyrrole